FC1(C[C@@]12CCC=1N(C2)N=C(C1C1=C2C(=NC=C1)NN=C2)C2=NC=C(C=C2)F)F (R)-2,2-difluoro-2'-(5-fluoropyridin-2-yl)-3'-(1H-pyrazolo[3,4-b]pyridin-4-yl)-4',5'-dihydro-7'H-spiro[cyclopropane-1,6'-pyrazolo[1,5-a]pyridine]